(S)-3-amino-7-((3,5-dimethylisoxazol-4-yl)methoxy)-5-methyl-2,3-dihydrobenzo[b][1,4]oxazepin-4(5H)-one hydrochloride Cl.N[C@@H]1C(N(C2=C(OC1)C=CC(=C2)OCC=2C(=NOC2C)C)C)=O